BrC1=C(C=C(C=C1C#N)C#N)C#N 2-bromobenzene-1,3,5-trinitrile